[Br-].CN1CN(C=C1)CCC(=O)O 1-methyl-3-carboxyethylimidazole bromide